C1(CC1)C=1N(N=C2C=CC=C(C12)C(=O)N)C=1C=NC=CC1 Cyclopropyl-2-(3-pyridinyl)-2H-indazole-4-carboxamide